2-{2-[trans-3-(5-amino-8-methoxy[1,2,4]triazolo[1,5-c]quinazolin-2-yl)cyclobutyl]pyrimidin-5-yl}propan-2-ol NC1=NC=2C=C(C=CC2C=2N1N=C(N2)[C@@H]2C[C@H](C2)C2=NC=C(C=N2)C(C)(C)O)OC